[O-][W]1(=O)(O[W](=O)(O[W]23(=O)O[W]4(=O)(O1)O[W]56(=O)O[W]7(=O)(O2)O[W]8(=O)(O3)O[W](=O)(O7)(O8)O[W]9(=O)(O5)O[W](=O)(O4)(O6)O9)([O-])[O-])[O-] decatungstate